Tert-butyl [(1R,3R,4S)-3-hydroxy-4-{[2-methoxy-6-(2,2,2-trifluoroethyl)thieno[2,3-d]pyrimidin-4-yl](methyl)amino}cyclopentyl]carbamate O[C@@H]1C[C@@H](C[C@@H]1N(C)C=1C2=C(N=C(N1)OC)SC(=C2)CC(F)(F)F)NC(OC(C)(C)C)=O